(R)-3-(1-(7-(5-(Difluoromethyl)-1H-pyrazol-4-yl)-4-oxoquinazolin-3(4H)-yl)ethyl)-N-(2-(dimethylamino)ethyl)benzamide FC(C1=C(C=NN1)C1=CC=C2C(N(C=NC2=C1)[C@H](C)C=1C=C(C(=O)NCCN(C)C)C=CC1)=O)F